ClC1=C(C=C(C(=C1)F)C1=NC=NC2=CC(=CC=C12)N1CCOCC1)[C@@H](O)C1=NC=CN=C1OC (R)-[2-Chloro-4-fluoro-5-(7-morpholin-4-yl-quinazolin-4-yl)-phenyl]-(3-methoxy-pyrazin-2-yl)-methanol